N-ethoxycarbonyl-phthalimide aminophthalate NC1=C(C(C(=O)O)=CC=C1)C(=O)O.C(C)OC(=O)N1C(C=2C(C1=O)=CC=CC2)=O